NC1=CC2=C(N(C(N2C(C)C)=O)C2CC2)C=C1 5-amino-1-cyclopropyl-3-isopropyl-1H-benzo[d]imidazol-2(3H)-one